C(CC)OC(CCCCCCCCCCCCC/C=C/CCO)OCCC (3E)-18,18-dipropoxy-3-octadecen-1-ol